C(C)(C)(C)OC(=O)N1CS(C2=C1C=CC(=C2)Br)(=O)=O 6-bromobenzo[d]thiazole-3(2H)-carboxylic acid tert-butyl ester 1,1-dioxide